tert-butyl 4-(4-(3-amino-6-chloropyridazin-4-yl)phenyl)piperazine-1-carboxylate NC=1N=NC(=CC1C1=CC=C(C=C1)N1CCN(CC1)C(=O)OC(C)(C)C)Cl